C1=CC=C(C=2OC3=C(C21)C=CC=C3)C3=C(C(=NC(=N3)C3=CNC2=NC=C(C=C23)F)NC2C(C3CCC2CC3)C(=O)O)F (+/-)-trans-3-((6-(dibenzo[b,d]furan-4-yl)-5-fluoro-2-(5-fluoro-1H-pyrrolo[2,3-b]pyridin-3-yl)pyrimidin-4-yl)amino)bicyclo[2.2.2]octane-2-carboxylic acid